N-((1S,2R)-2-((tert-butyldiphenylsilyl)oxy)cyclopentyl)-8-(1-methyl-1H-pyrazol-4-yl)-6-(4-(Trifluoromethyl)phenyl)-[1,2,4]triazolo[1,5-a]pyrazin-2-amine [Si](C1=CC=CC=C1)(C1=CC=CC=C1)(C(C)(C)C)O[C@H]1[C@H](CCC1)NC1=NN2C(C(=NC(=C2)C2=CC=C(C=C2)C(F)(F)F)C=2C=NN(C2)C)=N1